5-[(2,6-dichlorophenyl)sulfonylamino]-1,3-thiazole-4-carboxylic acid ClC1=C(C(=CC=C1)Cl)S(=O)(=O)NC1=C(N=CS1)C(=O)O